Cl.Cl.BrC1=CC=C(C=C1)C=1N=C2N(C=CC=C2)C1CN1CC2CCC(C1)N2 3-{[2-(4-Bromophenyl)imidazo[1,2-a]pyridin-3-yl]-methyl}-3,8-diazabicyclo[3.2.1]octan-Dihydrochlorid